ClC1=C2C=CNC2=C(C=C1)C(=O)N1CCC(CC1)C1=C2C(=NC=C1)NC(=N2)C2CCOCC2 (4-Chloro-1H-indol-7-yl)-[4-(2-tetrahydropyran-4-yl-3H-imidazo[4,5-b]pyridin-7-yl)-1-piperidyl]methanone